(3-(tert-butyl)phenyl)-2-hydroxy-8-azaspiro[4.5]decane-8-carboxylic acid tert-butyl ester C(C)(C)(C)OC(=O)N1CCC2(CCC(C2C2=CC(=CC=C2)C(C)(C)C)O)CC1